C(C)OC(C=CC(C1=C(C=CC=C1)C)=NOC(C)=O)=O 4-(acetoxyimino)-4-(tolyl)-2-butenoic acid ethyl ester